[Cl-].[Cl-].C1(=CC=CC=C1)P(CCC(C)P(C1=CC=CC=C1)C1=CC=CC=C1)C1=CC=CC=C1 1,3-bis(diphenylphosphino)butane dichloride